6-(1-(3-Chloropyridin-2-yl)-3-((1-methyl-3-(trifluoromethyl)-1H-pyrazol-5-yl)oxy)-1H-pyrazol-5-carboxamido)-5-methyl-N-propylpyrazolo[1,5-a]pyridin-7-carboxamid ClC=1C(=NC=CC1)N1N=C(C=C1C(=O)NC=1C(=CC=2N(C1C(=O)NCCC)N=CC2)C)OC2=CC(=NN2C)C(F)(F)F